2,4,6-trimethyl-aminophenol CC1=C(C(=CC(=C1N)C)C)O